2-(2-(cyclopropanesulfonamido)thiazol-4-yl)-N-(4-(6-ethoxypyrazin-2-yl)-2-fluorophenyl)-2-methylpropanamide C1(CC1)S(=O)(=O)NC=1SC=C(N1)C(C(=O)NC1=C(C=C(C=C1)C1=NC(=CN=C1)OCC)F)(C)C